C(#N)C=1N=CC(=C2C1NC(=C2C)C)C2=C1CCN(CC1=CC=C2)C(=O)OC(C)(C)C tert-Butyl 5-(7-cyano-2,3-dimethyl-1H-pyrrolo[2,3-c]pyridin-4-yl)-3,4-dihydroisoquinoline-2(1H)-carboxylate